O=C1NC(CCC1N1C(C2=CC=C(C=C2C1=O)N1CCC(CC1)CN1CCN(CC1)C[C@@H]1CNCC1)=O)=O 2-(2,6-dioxo-3-piperidinyl)-5-[4-[[4-[[(3S)-pyrrolidin-3-yl]methyl]piperazin-1-yl]methyl]-1-piperidinyl]isoindoline-1,3-dione